N-(azetidin-3-yl)-7-{[4-fluoro-2-(propan-2-yloxy)phenyl]amino}[1,3]thiazolo[5,4-d]pyrimidine-2-carboxamide N1CC(C1)NC(=O)C=1SC=2N=CN=C(C2N1)NC1=C(C=C(C=C1)F)OC(C)C